1-(3-butylcyclopent-2,4-dien-1-yl)-1,1,2,2-tetramethyl-2-(4-phenyl-1H-inden-1-yl)disilane C(CCC)C1=CC(C=C1)[Si]([Si](C1C=CC2=C(C=CC=C12)C1=CC=CC=C1)(C)C)(C)C